1,3-Bis-(aminomethyl)benzol NCC1=CC(=CC=C1)CN